C(C)(=O)OC=1C(=NC=CC1OC)C(N[C@H](C(=O)NC12CC3CC(CC(C1)C3)C2)C)=O 2-(((2S)-1-(((1s,3R)-adamantan-1-yl)amino)-1-oxopropan-2-yl)carbamoyl)-4-methoxypyridin-3-yl acetate